ClC1=C(C=C2C(N(C(=NC2=C1)CC)C1=C(C=CC=C1C)C)=O)I 7-chloro-3-(2,6-dimethylphenyl)-2-ethyl-6-iodoquinazolin-4(3H)-one